O1CCN(CC1)C=1C(NC=CC1)=O morpholinopyridinone